7-propargylaminoadenine C(C#C)NN1C=NC2=NC=NC(=C12)N